(4-chlorophenyl)-2-(cyclopropylamino)pteridin-7(8H)-one ClC1=CC=C(C=C1)C1=NC(=NC=2NC(C=NC12)=O)NC1CC1